FC1=CC=C(C=C1)N1C(=NN=C1C=1OC=CC1)SCC(=O)NN=CC1=CC(=CC=C1)O 2-[[4-(4-Fluorophenyl)-5-(furan-2-yl)-4H-1,2,4-triazol-3-yl]sulfanyl]-N'-[(3-hydroxyphenyl)methylidene]acetohydrazide